CSC1=C2NC=NC2=NC=N1 6-methylmercaptopurine